N=C(CCNC(=O)C=1N(C=C(C1)NC(=O)C=1N(C=C(C1)NC(C1=CC=C(C=C1)\C=C\C=1C=NC2=CC=CC=C2C1)=O)C)C)NCCN1CCN(CC1)C (E)-N-(3-imino-3-((2-(4-methylpiperazin-1-yl)ethyl)amino)propyl)-1-methyl-4-(1-methyl-4-(4-(2-(quinolin-3-yl)vinyl)benzamido)-1H-pyrrole-2-carboxamido)-1H-pyrrole-2-carboxamide